NCCCC(=O)N γ-aminobutyramide